(E)-N-(2-chloropyridin-4-yl)-2-cyano-3-(4-(naphthalen-1-yl)thiophen-2-yl)acrylamide ClC1=NC=CC(=C1)NC(\C(=C\C=1SC=C(C1)C1=CC=CC2=CC=CC=C12)\C#N)=O